C(C)(C)(C)C1=CC=C(C=C1)N(C(=O)C1CN(C1)C(=O)OC(C)(C)C)C(C(=O)NC1CCCCC1)C=1C=NC=CC1 tert-butyl 3-[(4-tert-butylphenyl)-[2-(cyclohexylamino)-2-oxo-1-(3-pyridyl)ethyl]carbamoyl]azetidine-1-carboxylate